isopropyl (trans-4-(5-(3-(azetidin-1-ylsulfonyl)pyridin-4-yl)thiazol-2-yl)cyclohexyl)carbamate N1(CCC1)S(=O)(=O)C=1C=NC=CC1C1=CN=C(S1)[C@@H]1CC[C@H](CC1)NC(OC(C)C)=O